N-((2R)-1-((6-((2-(2,6-dioxopiperidin-3-yl)-1,3-dioxoisoindolin-4-yl)amino)hexyl)(ethyl)amino)propan-2-yl)-4-(5-(trifluoromethyl)-1,2,4-oxadiazol-3-yl)benzamide O=C1NC(CCC1N1C(C2=CC=CC(=C2C1=O)NCCCCCCN(C[C@@H](C)NC(C1=CC=C(C=C1)C1=NOC(=N1)C(F)(F)F)=O)CC)=O)=O